FC1=C(C=C(C=C1)C(F)(F)F)C1=C(NC=2C1=NC=CC2)C2=C(C=NC=C2)OC[C@H]2NCCC2 3-[2-fluoro-5-(trifluoromethyl)phenyl]-2-(3-{[(2S)-pyrrolidin-2-yl]methoxy}pyridin-4-yl)-1H-pyrrolo[3,2-b]pyridine